O1C(OCCC1)C1=CC=C(C=C1)[Mg]Cl (4-(1,3-dioxane-2-yl)phenyl)magnesium chloride